3-[6-bromo-3-(5-methoxy-4-methyl-3-pyridyl)-2,4-dioxo-thieno[3,2-d]pyrimidin-1-yl]propanenitrile BrC1=CC=2N(C(N(C(C2S1)=O)C=1C=NC=C(C1C)OC)=O)CCC#N